FC=1C=C(C=CC1)[C@@H](C)NC=1C2=C(N=C(N1)C)C=NC(=C2)N2C[C@@H](CC2)NC(C)=O N-[(3R)-1-(4-{[(1R)-1-(3-fluorophenyl)ethyl]amino}-2-methylpyrido[3,4-d]pyrimidin-6-yl)pyrrolidin-3-yl]acetamide